O=C1NC(CCC1N1C(C2=CC=C(C=C2C1=O)N1CCC(CC1)OC1CC(C1)OC1CCNCC1)=O)=O 2-(2,6-dioxo-3-piperidyl)-5-[4-[3-(4-piperidyloxy)cyclobutoxy]-1-piperidyl]isoindoline-1,3-dione